FC(OCCOC1=NN=C(O1)[C@H]1CC[C@@H](CN1)NC(=O)C1=NC2=CC=C(C=C2C=C1)C(F)(F)F)(F)F N-[(3S,6R)-6-{5-[2-(trifluoromethoxy)ethoxy]-1,3,4-oxadiazol-2-yl}piperidin-3-yl]-6-(trifluoromethyl)quinoline-2-carboxamide